Ethyllaurat C(C)OC(CCCCCCCCCCC)=O